C1(CC1)C(=O)NC1=CC(=C(N=N1)C(=O)NC([2H])([2H])[2H])NC1=C(C(=CC(=C1)OC)C1=NN(N=C1)C)OC 6-cyclopropaneamido-4-{[2,5-dimethoxy-3-(2-methyl-2H-1,2,3-triazol-4-yl)phenyl]amino}-N-(2H3)methylpyridazine-3-carboxamide